[K+].[PH2]([O-])=O phosphinic acid potassium salt